FC1=C(C=CC(=C1)C#N)C1=CC=C(C=C1)S(=O)(=O)CC1CCC(CC1)=O 2-fluoro-4'-(((4-oxocyclohexyl)methyl)sulfonyl)-[1,1'-biphenyl]-4-carbonitrile